triphenyl-sulfonium C1(=CC=CC=C1)[S+](C1=CC=CC=C1)C1=CC=CC=C1